2-[5-(Azetidin-3-yl)-2-pyridyl]-6-oxa-2-azaspiro[3.4]octane N1CC(C1)C=1C=CC(=NC1)N1CC2(C1)COCC2